2-chloro-1-(4-(2-(5-(8-methoxy-[1,2,4]triazolo[1,5-a]pyridin-6-yl)-4-(2,2,2-trifluoroethyl)-1H-pyrazol-3-yl)thiazol-5-yl)piperidin-1-yl)ethan-1-one ClCC(=O)N1CCC(CC1)C1=CN=C(S1)C1=NNC(=C1CC(F)(F)F)C=1C=C(C=2N(C1)N=CN2)OC